2-{3-[(1,3-Benzothiazol-2-yl)amino]-7H-pyrrolo[2,3-c]pyridazin-7-yl}-1,3-thiazole-4-carboxylic acid S1C(=NC2=C1C=CC=C2)NC2=CC1=C(N=N2)N(C=C1)C=1SC=C(N1)C(=O)O